BrC=1C=C(C(=NC1Br)C)N1[C@@H](CCC1)CO (S)-(1-(5,6-dibromo-2-methylpyridin-3-yl)pyrrolidin-2-yl)methanol